(3R,4S)-4-[4-[3-Fluoro-4-[(1S)-1-(5-fluoro-2-pyridyl)-2-hydroxy-ethoxy]pyrazolo[1,5-a]pyridin-6-yl]-5-methyl-triazol-1-yl]-3-methyl-piperidine-1-carbonitrile FC=1C=NN2C1C(=CC(=C2)C=2N=NN(C2C)[C@@H]2[C@@H](CN(CC2)C#N)C)O[C@H](CO)C2=NC=C(C=C2)F